BrC=1C=C(C=C2CN(C(C12)=O)C1C(NC(CC1)=O)=O)CN1CCN(CC1)C1=CC=C(N=N1)C(=O)NC1CCC(CC1)OC1=CC(=C(C=C1)C#N)Cl 6-(4-((7-bromo-2-(2,6-dioxopiperidin-3-yl)-1-oxoisoindolin-5-yl)methyl)piperazin-1-yl)-N-((1r,4r)-4-(3-chloro-4-cyanophenoxy)cyclohexyl)pyridazine-3-carboxamide